3-mercapto-2-((2-mercaptoethyl)thio)propan-1-ol SCC(CO)SCCS